1-(3-(benzylthio)-6-methoxypyridin-2-yl)propan-2-ol C(C1=CC=CC=C1)SC=1C(=NC(=CC1)OC)CC(C)O